COC(=O)C1CCC(CC1)C(=O)O (1r,4r)-4-(methoxycarbonyl)cyclohexane-1-carboxylic acid